BrC1=CC(=C(C=C1)NC1N(C(C2=CN(C(C=C2C1)=O)C)=O)CC1=CC=C(C=C1)OC)Cl ((4-bromo-2-chlorophenyl)amino)-2-(4-methoxybenzyl)-7-methyl-3,4-dihydro-2,7-naphthyridine-1,6(2H,7H)-dione